1,3-bis(3-fluoro-9H-carbazol-9-yl)propan-2-ol FC=1C=CC=2N(C3=CC=CC=C3C2C1)CC(CN1C2=CC=CC=C2C=2C=C(C=CC12)F)O